methyl 2-(1-(6-aminohexyl)-6-(2-fluoropyridin-3-yl)-1H-pyrrolo[2,3-b]pyridin-2-yl)-7-methoxy-1-methyl-1H-benzo[d]imidazole-5-carboxylate NCCCCCCN1C(=CC=2C1=NC(=CC2)C=2C(=NC=CC2)F)C2=NC1=C(N2C)C(=CC(=C1)C(=O)OC)OC